FC1=C(C=CC(=C1)F)C1=CC=C(C=C1)[C@H](CC(=O)O)NC(=O)NC=1C(N(C(=CC1O)C)C)=O (S)-3-(2',4'-difluorobiphenyl-4-yl)-3-(3-(4-hydroxy-1,6-dimethyl-2-oxo-1,2-dihydropyridin-3-yl)ureido)propanoic acid